ClC1=C(CSC=2SC(=NN2)C2=NC=CN=C2)C(=CC=C1C)Cl ((2,6-dichloro-3-methylbenzyl)thio)-5-(pyrazin-2-yl)-1,3,4-thiadiazole